C(C=1C(C(=O)O)=CC=CC1)(=O)O.N1=C(N)N=C(N)N=C1N Melamine Phthalate